C(=C)C(CO)(CO)C 2-vinyl-2-methyl-1,3-propanediol